1-((1-propionylpyrrolidin-3-yl)methyl)-3-(4-(trifluoromethoxy)phenyl)urea C(CC)(=O)N1CC(CC1)CNC(=O)NC1=CC=C(C=C1)OC(F)(F)F